C1(CC1)OC=1C=NC=CC1C1=CC=C2C=CN=C(C2=C1)N 7-(3-cyclopropoxypyridin-4-yl)isoquinolin-1-amine